ClC=1C(=C(C=C(C1)Cl)S(=O)(=O)N1CCN(CC1)C=1C=CC2=C(C=C(O2)C(=O)N2CCOCC2)C1C)O {5-[4-(3,5-dichloro-2-hydroxy-benzenesulfonyl)-piperazin-1-yl]-4-methyl-benzofuran-2-yl}-morpholin-4-yl-methanone